6-(4-Chlorophenoxy)-3-{[dimethyl(phenyl)silyl]methyl}-N-(quinolin-8-yl)hexanamide ClC1=CC=C(OCCCC(CC(=O)NC=2C=CC=C3C=CC=NC23)C[Si](C2=CC=CC=C2)(C)C)C=C1